2-(3,4,5-Trimethoxyphenyl)Acetamide COC=1C=C(C=C(C1OC)OC)CC(=O)N